N[C@H]1CN(CCC1)C(=O)C=1SC(=C(N1)C1=CC=C(C#N)C=C1)C1=CC2=C(N(C=N2)C)C=C1 4-{2-[(3R)-3-aminopiperidine-1-carbonyl]-5-(1-methyl-1H-1,3-benzodiazol-5-yl)-1,3-thiazol-4-yl}benzonitrile